NC1=NC(=NC=C1)C=1C(=NN(C1OCC[C@H](C)OC1=CC(=NC=C1C(=O)OC)Cl)C)C methyl (S)-4-((4-((4-(4-aminopyrimidin-2-yl)-1,3-dimethyl-1H-pyrazol-5-yl)oxy)butan-2-yl)oxy)-6-chloronicotinate